2-[1-[5-[[2,6-dioxo-3-piperidyl]amino]-3-fluoro-2-pyridinyl]-4-hydroxy-4-piperidyl]acetic acid hydrochloride Cl.O=C1NC(CCC1NC=1C=C(C(=NC1)N1CCC(CC1)(O)CC(=O)O)F)=O